7-fluoro-8-hydroxy-3,4-dihydrobenzo[b]oxepin-5(2H)-one FC1=CC2=C(OCCCC2=O)C=C1O